(E)-3-(7-fluoro-1-(tetrahydro-2H-pyran-2-yl)-1H-indazol-6-yl)-N-(5-fluoro-4-methyl-2-(trifluoromethyl)pyridin-3-yl)acrylamide FC=1C(=CC=C2C=NN(C12)C1OCCCC1)/C=C/C(=O)NC=1C(=NC=C(C1C)F)C(F)(F)F